tert-butyl (s)-2-((4-methyl-3-((1-(7-(((trifluoromethyl)sulfonyl)oxy)quinolin-5-yl)cyclopropyl)carbamoyl)phenoxy) methyl)azetidine-1-carboxylate CC1=C(C=C(OC[C@H]2N(CC2)C(=O)OC(C)(C)C)C=C1)C(NC1(CC1)C1=C2C=CC=NC2=CC(=C1)OS(=O)(=O)C(F)(F)F)=O